OC1(CCNCC1)CN1C=NC2=CC(=CC=C2C1=O)[N+](=O)[O-] 3-((4-hydroxypiperidin-4-yl)methyl)-7-nitroquinazolin-4(3H)-one